furoyl furoate O1C(=CC=C1)C(=O)OC(=O)C=1OC=CC1